2-(3,4-dichlorophenyl)-4-[[phenylmethylsulfonyl]oxy]-5-amino-3(2H)-furanone ClC=1C=C(C=CC1Cl)C1OC(=C(C1=O)OS(=O)(=O)CC1=CC=CC=C1)N